7-hydroxy-2-methyl-4H-benzopyran-4-one OC1=CC2=C(C(C=C(O2)C)=O)C=C1